4-(((4-(difluoromethyl)-6-(isoindolin-2-ylmethyl)pyridin-3-yl)oxy)methyl)-N,N-dimethylpiperidine-1-sulfonamide FC(C1=C(C=NC(=C1)CN1CC2=CC=CC=C2C1)OCC1CCN(CC1)S(=O)(=O)N(C)C)F